NC(CC1=CC(=C(C=C1)C=1N=C(SC1)NC(OC(C)(C)C)=O)OCCCOC)C(C)C tert-butyl (4-(4-(2-amino-3-methylbutyl)-2-(3-methoxypropoxy)phenyl)thiazol-2-yl)carbamate